tert-Butyl N-[4-[2,6-bis(trideuteriomethyl)phenyl]-6-chloro-pyrimidin-2-yl]-N-tert-butoxycarbonyl-carbamate [2H]C(C1=C(C(=CC=C1)C([2H])([2H])[2H])C1=NC(=NC(=C1)Cl)N(C(OC(C)(C)C)=O)C(=O)OC(C)(C)C)([2H])[2H]